N-[(3S,4R,5S,6R)-1-(6-benzyloxyhexyl)-4,5-dihydroxy-6-(hydroxymethyl)-3-piperidyl]acetamide C(C1=CC=CC=C1)OCCCCCCN1C[C@@H]([C@H]([C@H]([C@H]1CO)O)O)NC(C)=O